tert-butyl 6-cyclopropyl-2,3-dihydro-4H-benzo[b][1,4]oxazine-4-carboxylate C1(CC1)C1=CC2=C(OCCN2C(=O)OC(C)(C)C)C=C1